BrC1=CC=C(CN2C(N(C(C2CCC(=O)NCC2=C(C(=O)NO)C=CC=C2)=O)C2=CC=C(C=C2)Cl)=O)C=C1 ((3-(3-(4-bromobenzyl)-1-(4-chlorophenyl)-2,5-dioxoimidazolin-4-yl)propanamido)methyl)-N-hydroxybenzamide